C(C(O)C)(=O)OC1(CCC(CC1)C(C)C)C 1-menthyl 1-lactate